4-chloro-N-[(2,4-dimethoxyphenyl)methyl]-N-(5-methyl-1H-pyrazol-3-yl)butyramide ClCCCC(=O)N(C1=NNC(=C1)C)CC1=C(C=C(C=C1)OC)OC